P(=O)([O-])([O-])[O-].[Al+3] aluminum mono-phosphate